5-methylsulfonylfuran CS(=O)(=O)C1=CC=CO1